(S)-5-(3-(2-methyl-5-((3-(pyrrolidin-1-ylmethyl)-5-(trifluoromethyl)phenyl)carbamoyl)phenyl)pyrrolidin-1-yl)nicotinamide CC1=C(C=C(C=C1)C(NC1=CC(=CC(=C1)C(F)(F)F)CN1CCCC1)=O)[C@H]1CN(CC1)C=1C=NC=C(C(=O)N)C1